5-((3S,5R)-3,5-dimethylpiperazin-1-yl)-N-(7-fluoro-2-methyl-2H-indazol-5-yl)-2-(methylsulfinyl)quinazoline-8-carboxamide C[C@H]1CN(C[C@H](N1)C)C1=C2C=NC(=NC2=C(C=C1)C(=O)NC1=CC2=CN(N=C2C(=C1)F)C)S(=O)C